(R)-N'-((3-ethyl-2-(trifluoromethyl)-6,7-dihydro-5H-cyclopenta[b]pyridin-4-yl)carbamoyl)-3-fluoro-5-(2-hydroxypropan-2-yl)thiophene-2-sulfonimidamide C(C)C=1C(=C2C(=NC1C(F)(F)F)CCC2)NC(=O)N=[S@](=O)(N)C=2SC(=CC2F)C(C)(C)O